Cl.C12C=C(CC(CC1)N2)C2=CSC1=C2N=NC(=C1)C1=C(C=C(C=C1)C=1C=NNC1)O 2-[7-(8-Azabicyclo[3.2.1]oct-2-en-3-yl)thieno[3,2-c]pyridazin-3-yl]-5-(1H-pyrazol-4-yl)phenol-Hydrochlorid